tert-Butyl 3-(2H-1,2,3-triazol-4-yl)azepane-1-carboxylate N=1NN=C(C1)C1CN(CCCC1)C(=O)OC(C)(C)C